(6S,7S)-benzyl-7-amino-3-methyl-8-oxo-5-thia-1-azabicyclo[4.2.0]oct-2-ene-2-carboxylate C(C1=CC=CC=C1)OC(=O)C=1N2C([C@@H]([C@@H]2SCC1C)N)=O